CNC(=O)C1=CN(C2=CC=CC=C12)C1=NC(=NC=C1)NC1=CC=C(C=C1)S(N)(=O)=O 1-[2-(4-sulfamoyl-phenylamino)-pyrimidin-4-yl]-1H-indole-3-carboxylic acid methylamide